5-((4-Bromo-6-fluoro-1-(triisopropylsilyl)-1H-indol-5-yl)methyl)-2-fluorobenzonitrile BrC1=C2C=CN(C2=CC(=C1CC=1C=CC(=C(C#N)C1)F)F)[Si](C(C)C)(C(C)C)C(C)C